[1-(3-bromophenyl)cyclopentyl]methanamine BrC=1C=C(C=CC1)C1(CCCC1)CN